C(CCC)[C@@H]1N(S(C2=C(N(C1)C1=CC=CC=C1)C=C(C(=C2)O\C=C(\C(=O)O)/F)SCC)(=O)=O)C (S)-(Z)-3-((3-butyl-7-(ethylthio)-2-methyl-1,1-dioxido-5-phenyl-2,3,4,5-tetrahydro-1,2,5-benzothiadiazepin-8-yl)oxy)-2-fluoroacrylic acid